pyrazolo[3,4-C]pyridine N1N=CC=2C1=CN=CC2